(2,4-Dimethoxypyrimidin-5-yl)boric acid COC1=NC=C(C(=N1)OC)OB(O)O